2-amino-4-(trifluoromethyl)phenol NC1=C(C=CC(=C1)C(F)(F)F)O